(S)-8-(5-((3-(4-fluorophenyl)-5-methylisoxazol-4-yl)methoxy)pyrazin-2-yl)hexahydro-2H-pyrazino[1,2-a]pyrazin-1(6H)-one FC1=CC=C(C=C1)C1=NOC(=C1COC=1N=CC(=NC1)N1C[C@@H]2N(CCNC2=O)CC1)C